N-[4-[(1R,3S,5S)-3-amino-5-methylcyclohexyl]-3-pyridinyl]-6-(2,6-difluorophenyl)-5-fluoro-2-pyridinecarboxamide N[C@@H]1C[C@@H](C[C@@H](C1)C)C1=C(C=NC=C1)NC(=O)C1=NC(=C(C=C1)F)C1=C(C=CC=C1F)F